C[C@@H](CCCCCCCCC(=O)Cl)CCCCCCCC (R)-10-methyl-octadecanoyl chloride